3,5,3',5'-biphenyltetra-formyl chloride C1(=CC(=CC(=C1)C(=O)Cl)C(=O)Cl)C1=CC(=CC(=C1)C(=O)Cl)C(=O)Cl